BrC1=CC=C(S1)C(=NO)N 5-bromo-N'-hydroxythiophene-2-carboxamidine